C(OCC)(=O)OC(=O)OCC diethyl pyro-carbonate